BrCC1=C(C(=O)O)C=CC=C1 2-(bromomethyl)benzoic acid